CC1=CN=C(S1)S(=O)(=O)CC(=O)C1=CC=C(C=C1)C1=NOC(=N1)C(F)(F)F 2-((5-Methylthiazol-2-yl)sulfonyl)-1-(4-(5-(trifluoromethyl)-1,2,4-oxadiazol-3-yl)phenyl)ethan-1-on